5-[2-(cyclohexylamino)-4-methyl-thiazol-5-yl]-2-methoxy-N-(4-methoxy-2-methylphenyl)benzenesulfonamide C1(CCCCC1)NC=1SC(=C(N1)C)C=1C=CC(=C(C1)S(=O)(=O)NC1=C(C=C(C=C1)OC)C)OC